BrC=1C=C(C=2C(=CNC2C1)SC1=CC=C(C=C1)C(F)(F)F)C(=O)NC1CC2(CC(C2)C(=O)O)C1 (+)-6-(6-bromo-3-((4-(trifluoromethyl)phenyl)thio)-1H-indole-4-carboxamido)spiro[3.3]heptane-2-carboxylic acid